N-(4-fluorobenzyl)-4,4',5-trimethoxy-[1,1'-biphenyl]-2-sulfonamide FC1=CC=C(CNS(=O)(=O)C=2C(=CC(=C(C2)OC)OC)C2=CC=C(C=C2)OC)C=C1